CC(CCCCCCOC1OCCCC1)C 2-((7-methyloctyl)oxy)tetrahydro-2H-pyran